C(C=1C(O)=CC=CC1)(=O)OCCCCC Salicylic acid, pentyl ester